bisacryloyl-1,2-diaminoethane C(C=C)(=O)C(C(N)C(C=C)=O)N